C(C1=CC=CC=C1)N1C(=NC2=C1NC(CN2)C=2C=1C(=CN(C2)C)NCC1)C 4-(1-Benzyl-2-methyl-1H-imidazo[4,5-b]piperazin-6-yl)-6-methyl-1H-pyrrolo[2,3-c]pyridine